BrC=1C=C(C=CC1)C(=C)C=1C(=NC=CC1)NC1=CC(CC(C1)(C)C)=O 3-[[3-[1-(3-bromophenyl)vinyl]-2-pyridyl]amino]-5,5-dimethyl-cyclohex-2-en-1-one